(butylamino)-2-isopropyl-N-(5-nitrothiazol-2-yl)benzamide C(CCC)NC=1C(=C(C(=O)NC=2SC(=CN2)[N+](=O)[O-])C=CC1)C(C)C